BrC=1C(=NC(=NC1)NC1=C(C=C(C(=C1)Cl)N1CCNCC1)Cl)NC=1C(=C2N=CC=NC2=CC1)P(C)(C)=O (6-((5-bromo-2-((2,5-dichloro-4-(piperazin-1-yl)phenyl)amino)pyrimidin-4-yl)amino)quinoxalin-5-yl)dimethyl-phosphine oxide